8-(4-(methoxy)phenyl)-N-(4-(6-morpholinylpyridin-3-yl)phenyl)quinazolin-2-amine COC1=CC=C(C=C1)C=1C=CC=C2C=NC(=NC12)NC1=CC=C(C=C1)C=1C=NC(=CC1)N1CCOCC1